1,2-dicyanocyclobutane C(#N)C1C(CC1)C#N